5-chloro-2-mercaptobenzothiazole ClC=1C=CC2=C(N=C(S2)S)C1